CC1=NC(=CC=C1O[C@@H]1C[C@H](CCC1)C(=O)O)C=1N=NN(C1CNC(=O)OCCC1(CC1)C)C (1S,3S)-3-((2-methyl-6-(1-methyl-5-((((2-(1-methylcyclopropyl)ethoxy)carbonyl)amino)methyl)-1H-1,2,3-triazol-4-yl)pyridin-3-yl)oxy)cyclohexane-1-carboxylic acid